N-(4-chloro-2-iodo-phenyl)-1,3-benzothiazole-6-sulfonamide ClC1=CC(=C(C=C1)NS(=O)(=O)C1=CC2=C(N=CS2)C=C1)I